6-((2-hydroxy-7-azaspiro[3.5]nonan-7-yl)methyl)-2-(3-((1r,3r)-3-methoxy-1-(4-methyl-4H-1,2,4-triazol-3-yl)cyclobutyl)phenyl)-4-(trifluoromethyl)isoindolin-1-one Gold-platinum-palladium [Pd].[Pt].[Au].OC1CC2(C1)CCN(CC2)CC2=CC(=C1CN(C(C1=C2)=O)C2=CC(=CC=C2)C2(CC(C2)OC)C2=NN=CN2C)C(F)(F)F